ethyl 7-bromo-6-methyl-4-(propan-2-yl)pyrrolo[1,2-b]pyridazine-3-carboxylate BrC1=C(C=C2N1N=CC(=C2C(C)C)C(=O)OCC)C